5-[4-(4-fluorophenyl)piperazin-1-yl]sulfonyl-quinolin-8-ol FC1=CC=C(C=C1)N1CCN(CC1)S(=O)(=O)C1=C2C=CC=NC2=C(C=C1)O